C(C)(C)(C)OC(=O)N1CCC(CC1)(C)CN1CC2(C1)CCN(CC2)C=2C=C1CN(C(C1=CC2)=O)[C@@H]2C(NC(CC2)=O)=O.BrCC(=C[2H])[2H] 3-bromoprop-1-en-1,2-d2 tert-butyl-{4-[(7-{2-[(3S)-2,6-dioxopiperidin-3-yl]-1-oxo-3H-isoindol-5-yl}-2,7-diazaspiro[3.5]nonan-2-yl)methyl]-4-methylpiperidin-1-yl}formate